ClC1=NC=C2C3(CN(C(C2=C1)=O)C[C@@H](CN1CC2=CC=CC=C2CC1)O)CC3 (R)-7'-chloro-2'-(3-(3,4-dihydroisoquinolin-2(1H)-yl)-2-hydroxypropyl)-2',3'-dihydro-1'H-spiro[cyclopropane-1,4'-[2,6]naphthyridine]-1'-one